FC1=CC(=CC=2C=3N(CCOC21)C=NC3)C(=O)NC3(CCCCC3)C 8-Fluoro-N-(1-methylcyclohexyl)-5,6-dihydrobenzo[f]imidazo[1,5-d][1,4]oxazepine-10-carboxamide